2,3,8,8-tetramethyl-1,3,4,5,6,7-hexahydronaphthalen CC1CC=2C(CCCC2CC1C)(C)C